C(#N)CNC(=O)C=1N(C=C(C1)NC(=O)C=1N(C=C(C1)[N+](=O)[O-])C)C N-(cyanomethyl)-1-methyl-4-(1-methyl-4-nitro-1H-pyrrole-2-carboxamido)-1H-pyrrole-2-carboxamide